3-(5-(1-cyclohexyl-3-(difluoromethyl)-1H-pyrazol-4-yl)-4H-1,2,4-triazol-3-yl)pyrazole C1(CCCCC1)N1N=C(C(=C1)C=1NC(=NN1)C1=NNC=C1)C(F)F